3-Amino-1,2,4-triazine-6-carboxylic acid methyl ester COC(=O)C1=CN=C(N=N1)N